octahydrocyclopropa[5,6]cycloocta[1,2-d][1,2,3]triazol N1NNC2C1=CC=C1C(CC2)C1